FC1=CC(=C(C(=C1)C(C)C)NC(=O)N=S(=O)(N)C1=CN=C(S1)C(C)(C)O)C(C)C N'-(4-fluoro-2,6-diisopropylphenylcarbamoyl)-2-(2-hydroxypropan-2-yl)thiazole-5-sulfonimidamide